tert-butyl rel-(3S,4S)-N-[4-[1-methyl-7-[4-(4-methylpiperazin-1-yl)anilino]-2-oxo-4H-pyrimido[4,5-d]pyrimidin-3-yl]-3-piperidyl]carbamate CN1C(N(CC=2C1=NC(=NC2)NC2=CC=C(C=C2)N2CCN(CC2)C)[C@@H]2[C@H](CNCC2)NC(OC(C)(C)C)=O)=O |o1:25,26|